FC1=CC=C(C=C1)NC(N(C)C(C)C1=CNC(C2=CC(=CC=C12)F)=O)=O 3-(4-Fluorophenyl)-1-(1-(7-fluoro-1-oxo-1,2-dihydroisoquinolin-4-yl)ethyl)-1-methylurea